N-(3-chloro-5-(methylsulfonamido)phenyl)-5-fluorobenzo[b]thiophene-2-carboxamide ClC=1C=C(C=C(C1)NS(=O)(=O)C)NC(=O)C1=CC2=C(S1)C=CC(=C2)F